pyridine-2-sulfinic acid sodium salt [Na+].N1=C(C=CC=C1)S(=O)[O-]